N-(2-((4-(2-((4-(2H-Tetrazol-5-yl)benzyl)(methyl)amino)ethyl)phenyl)carbamoyl)-4,5-dimethoxyphenyl)-4-oxo-4H-chromene-2-carboxamide N=1NN=NC1C1=CC=C(CN(CCC2=CC=C(C=C2)NC(=O)C2=C(C=C(C(=C2)OC)OC)NC(=O)C=2OC3=CC=CC=C3C(C2)=O)C)C=C1